ClC1=NC=2N(C3(C(NC2C(=N1)C)=O)CC(C3)(F)F)C chloro-3,3-difluoro-4',8'-dimethyl-5',8'-dihydro-6'H-spiro[cyclobutane-1,7'-pteridine]-6'-one